2-(6-cyano-1-(2-(2-ethoxyphenyl)-2-((tetrahydro-2H-pyran-4-yl)oxy)ethyl)-5-methyl-2,4-dioxo-1,2-dihydrothieno[2,3-d]pyrimidin-3(4H)-yl)-2-methylpropanoic acid tert-butyl ester C(C)(C)(C)OC(C(C)(C)N1C(N(C2=C(C1=O)C(=C(S2)C#N)C)CC(OC2CCOCC2)C2=C(C=CC=C2)OCC)=O)=O